tri(n-octyl)phosphine C(CCCCCCC)P(CCCCCCCC)CCCCCCCC